C(#N)N1C[C@@H](CC1)N(C(=O)C=1NC2=CC(=CC=C2C1)C=1C(=NOC1C)C)C (R)-N-(1-cyanopyrrolidin-3-yl)-6-(3,5-dimethylisoxazol-4-yl)-N-methyl-1H-indole-2-carboxamide